1-(6-((5-(diethylphosphoryl)pyridin-2-yl)amino)-4-((2-methoxy-3-(1-methyl-1H-1,2,4-Triazol-3-yl)phenyl)amino)pyridin-3-yl)propan-1-one C(C)P(=O)(CC)C=1C=CC(=NC1)NC1=CC(=C(C=N1)C(CC)=O)NC1=C(C(=CC=C1)C1=NN(C=N1)C)OC